tetrafluorodichloroisopropyl methacrylate C(C(=C)C)(=O)OC(C(Cl)(F)F)(C(F)F)Cl